N-ethyl-N-(2-methoxyethyl)-1H-indole-3-sulfonamide C(C)N(S(=O)(=O)C1=CNC2=CC=CC=C12)CCOC